2-cyclohexyl-N-(2-(pyridin-3-yl)benzyl)ethanamine hydrochloride Cl.C1(CCCCC1)CCNCC1=C(C=CC=C1)C=1C=NC=CC1